(3S)-3-(2',6'-dimethyl-[1,1'-biphenyl]-3-yl)-3-(2-(4-(2-(dimethylamino)ethyl)-2-oxopyridin-1(2H)-yl)-4-methylpentanamido)propanoic acid CC1=C(C(=CC=C1)C)C1=CC(=CC=C1)[C@H](CC(=O)O)NC(C(CC(C)C)N1C(C=C(C=C1)CCN(C)C)=O)=O